NC1=C(C(=O)O)C(=CC(=C1)C(=O)O)N 2,6-diaminoterephthalic acid